N1C(=NC=C1)CC(C)CCC[C@@H](C)[C@H]1CC[C@H]2[C@@H]3CC=C4C[C@@H](O)CC[C@]4(C)[C@H]3CC[C@]12C Imidazolyl-cholesterol